COC(=O)C1=CC2=C(C(=CO2)Br)C=C1 3-bromobenzofuran-6-carboxylic acid methyl ester